C(CC)S(=O)(=O)N1N=CN=C1 (propylsulphonyl)-1H-1,2,4-triazole